4-(dicyclohexylphosphino)-N,N-diphenyl-1-methyl-1H-pyrazole-5-carboxamide C1(CCCCC1)P(C=1C=NN(C1C(=O)N(C1=CC=CC=C1)C1=CC=CC=C1)C)C1CCCCC1